C(C)OC(=O)C=1C(=NN2C1N=CC=C2)C2=C(C=C(C=C2)N2CCCC2)F 2-(2-fluoro-4-pyrrolidin-1-ylphenyl)pyrazolo[1,5-a]pyrimidine-3-carboxylic acid ethyl ester